CC1(C(=C(N=C(N1)NC1=CC=C(C=C1)C(NOCC(C)C)=O)NC1=C(C=CC=C1)P(O)(O)=O)Cl)C.FC1=C(CC2=C(NCCN3CCOCC3)C=CC(=C2)C)C(=CC=C1)F 2-(2,6-Difluorobenzyl)-4-methyl-N-(2-morpholinoethyl)aniline (2-((Dimethyl-5-chloro-2-((4-(isobutoxycarbamoyl)phenyl)amino)pyrimidin-4-yl)amino)phenyl)phosphonate